C1(CC1)OC=1C(=CC2=CN(N=C2C1)C1CCC(CC1)CCN1CCC(CC1)N1C=CC2=C(C=CC=C12)N1C(NC(CC1)=O)=O)C(=O)NC1=CN=C2N1N=CC=C2 6-Cyclopropoxy-2-((1r,4r)-4-(2-(4-(4-(2,4-dioxotetrahydropyrimidin-1(2H)-yl)-1H-indol-1-yl)piperidin-1-yl)ethyl)cyclohexyl)-N-(imidazo[1,2-b]pyridazin-3-yl)-2H-indazole-5-carboxamide